CN1C(N(C2=NC(=NC=C12)NC1=CNC(C=C1C)=O)C1CCOCC1)=O 7-methyl-2-((4-methyl-6-oxo-1,6-dihydropyridin-3-yl)amino)-9-(tetrahydro-2H-pyran-4-yl)-7,9-dihydro-8H-purin-8-one